(R)-(4-(5-(5-(1-(3,5-Dichloropyridin-4-yl)ethoxy)-1H-indazol-3-yl)-3-fluoropyridin-2-yl)piperazin-1-yl)(4-methylpiperazin-1-yl)methanone ClC=1C=NC=C(C1[C@@H](C)OC=1C=C2C(=NNC2=CC1)C=1C=C(C(=NC1)N1CCN(CC1)C(=O)N1CCN(CC1)C)F)Cl